6-chloro-7-fluoro-4-oxo-1-(pyrimidin-2-yl)quinoline-3-carboxylic acid ClC=1C=C2C(C(=CN(C2=CC1F)C1=NC=CC=N1)C(=O)O)=O